CC(C)CCCC(CCCCC)C 2,6-dimethyl-undecane